CC1=C(C(=C(C(=C1C=1C=C2C=CC(=CC2=CC1)C(=O)O)C)C=1C=C2C=CC(=CC2=CC1)C(=O)O)C)C=1C=C2C=CC(=CC2=CC1)C(=O)O 6,6',6''-(2,4,6-trimethylbenzene-1,3,5-triyl)tris(2-naphthoic acid)